chola-9(11),16-dien-24-oic acid methyl ester COC(CC[C@@H](C)C1=CC[C@H]2[C@@H]3CCC4CCCC[C@]4(C)C3=CC[C@]12C)=O